3-[[4-[(E)-3-[3-Methoxy-4-(3-methylbutoxy)phenyl]prop-2-enoyl]phenyl]sulfonylamino]propanoic acid COC=1C=C(C=CC1OCCC(C)C)/C=C/C(=O)C1=CC=C(C=C1)S(=O)(=O)NCCC(=O)O